N-(3-methoxy-2-(3-methoxyazetidin-1-yl)benzyl)-2-(9-(pyridin-2-yl)-6-oxaspiro[4.5]decan-9-yl)ethylamine COC=1C(=C(CNCCC2(CCOC3(CCCC3)C2)C2=NC=CC=C2)C=CC1)N1CC(C1)OC